(Z)-3-bromo-2-(4-fluorophenyl)-1-(2-chlorophenyl)propene BrC\C(=C/C1=C(C=CC=C1)Cl)\C1=CC=C(C=C1)F